1,5-dimethyl-1H-pyrrolo[3,2-c]pyridin-5-ium CN1C=CC=2C=[N+](C=CC21)C